((2R)-4-aminotetralin-2-yl)((S)-1-(4-fluorophenyl)-3,4-dihydroisoquinolin-2(1H)-yl)methanone NC1C[C@@H](CC2=CC=CC=C12)C(=O)N1[C@H](C2=CC=CC=C2CC1)C1=CC=C(C=C1)F